C(#N)CC(=O)N1C[C@@H](CCC1)NC1=C2C(=NC=C1C=1OC(=CN1)C(=O)NC)NC=C2 (R)-2-(4-((1-(2-cyanoacetyl)piperidin-3-yl)amino)-1H-pyrrolo[2,3-b]pyridin-5-yl)-N-methyloxazole-5-carboxamide